tert-butyl 4-((7-bromo-6-chloro-2-(3-(dimethylamino)azetidin-1-yl)-8-fluoro-3-nitroquinolin-4-yl)amino)piperidine-1-carboxylate BrC1=C(C=C2C(=C(C(=NC2=C1F)N1CC(C1)N(C)C)[N+](=O)[O-])NC1CCN(CC1)C(=O)OC(C)(C)C)Cl